C(C1=CC=CC=C1)OCCOCCCO 3-[2-(benzyloxy)ethoxy]propan-1-ol